FC=1C(=CC(=NC1)OC)C1=NC(=NN1COCC[Si](C)(C)C)C(=O)N1CCC(CC1)C(=O)N 1-[5-(5-fluoro-2-methoxypyridin-4-yl)-1-[[2-(trimethylsilyl)ethoxy]methyl]-1,2,4-triazole-3-carbonyl]piperidine-4-carboxamide